hexanecarboxylate C(CCCCC)C(=O)[O-]